((1s,3s)-3-hydroxy-3-methylcyclobutyl)(6-(isoquinolin-7-yl)-2-azaspiro[3.3]hept-2-yl)methanone OC1(CC(C1)C(=O)N1CC2(C1)CC(C2)C2=CC=C1C=CN=CC1=C2)C